pyrrolopyrimidineselon N=1C(N=CC=2C1C=CN2)=[Se]